tert-Butyl (S)-5-amino-4-(5-bromo-6-fluoro-4-hydroxy-1-oxoisoindolin-2-yl)-5-oxopentanoate NC([C@H](CCC(=O)OC(C)(C)C)N1C(C2=CC(=C(C(=C2C1)O)Br)F)=O)=O